C(C)S(=O)(=O)C=1C=C(C=NC1C1=NC2=C(C=NC(=C2)C(F)(F)F)N1C)N1C(N(CC1)OC)=O 1-[5-ethylsulfonyl-6-[3-methyl-6-(trifluoromethyl)imidazo[4,5-c]pyridin-2-yl]-3-pyridinyl]-3-methoxy-imidazolidin-2-one